3-[3-fluoro-4-[4-(4-piperidylmethyl)piperazin-1-yl]anilino]piperidine-2,6-dione FC=1C=C(NC2C(NC(CC2)=O)=O)C=CC1N1CCN(CC1)CC1CCNCC1